2-(3-(4-Isopropylpiperazin-1-yl)-1H-pyrazol-1-yl)benzonitrile C(C)(C)N1CCN(CC1)C1=NN(C=C1)C1=C(C#N)C=CC=C1